6-chloro-4-(methoxycarbonyl)pyridin-2-ylboronic acid ClC1=CC(=CC(=N1)B(O)O)C(=O)OC